(S)-3-fluoro-5-(1-(3-((5-fluoro-2-(1-methyl-1H-1,2,3-triazol-4-yl)pyridin-4-yl)oxy)azetidine-1-carbonyl)-4,5-dihydro-1H-pyrazol-5-yl)benzonitrile FC=1C=C(C#N)C=C(C1)[C@@H]1CC=NN1C(=O)N1CC(C1)OC1=CC(=NC=C1F)C=1N=NN(C1)C